N-(3-(4-((1-methylpiperidin-4-yl)oxy)quinazolin-6-yl)-1H-pyrrolo[2,3-b]pyridin-6-yl)isonicotinamide CN1CCC(CC1)OC1=NC=NC2=CC=C(C=C12)C1=CNC2=NC(=CC=C21)NC(C2=CC=NC=C2)=O